(S)-6-((E)-3-((R)-azetidin-2-yl)acryloyl)-4-((S)-2-(1-ethyl-3-(trifluoromethyl)-1H-pyrazol-4-yl)-3-fluorophenyl)-4,5,6,7-tetrahydrothieno[2,3-c]pyridine-2-carbonitrile N1[C@H](CC1)/C=C/C(=O)N1CC2=C([C@@H](C1)C1=C(C(=CC=C1)F)C=1C(=NN(C1)CC)C(F)(F)F)C=C(S2)C#N